N-((4-(4-(trifluoromethyl)phenyl)-4,5,6,7-tetrahydropyrazolo[1,5-a]pyrimidin-6-yl)methyl)but-3-enamide FC(C1=CC=C(C=C1)N1C=2N(CC(C1)CNC(CC=C)=O)N=CC2)(F)F